(1H-indol-5-yl)-4-(5-(trifluoromethyl)-1,2,4-oxadiazol-3-yl)benzamide N1C=CC2=CC(=CC=C12)C1=C(C(=O)N)C=CC(=C1)C1=NOC(=N1)C(F)(F)F